tungsten-silver-copper [Cu].[Ag].[W]